C(CC)OC=C(C(=O)N)C#N alpha-(propoxymethylene)cyanoacetamide